(R)-5-acetamido-N1-(2-(2-hydroxyethoxy)ethyl)-N3-(1-(naphthalen-1-yl)ethyl)isophthalamide C(C)(=O)NC=1C=C(C=C(C(=O)NCCOCCO)C1)C(=O)N[C@H](C)C1=CC=CC2=CC=CC=C12